C(C=C)N1N(C2=NC(NC=C2C1=O)=S=O)C1=NC(=CC=C1)C(C)(C)O 2-allyl-1-(6-(2-hydroxypropan-2-yl)pyridin-2-yl)-6-(sulfinyl)-1H-pyrazolo[3,4-d]pyrimidin-3(2H)-one